3-((3-cyclopropylpyridin-2-yl)oxy)-N-((2r,4r)-1,2-dimethylpiperidin-4-yl)-2,2-difluoropropionamide C1(CC1)C=1C(=NC=CC1)OCC(C(=O)N[C@H]1C[C@H](N(CC1)C)C)(F)F